2-[4-[3-(3,5-dimethylpyrazol-1-yl)-6-oxopyridazin-1-yl]-2,3,6-trifluoropiperidin-1-yl]-7,8-dihydro-5H-pyrano[4,3-b]pyridine-3-carbonitrile CC1=NN(C(=C1)C)C1=NN(C(C=C1)=O)C1C(C(N(C(C1)F)C1=C(C=C2C(=N1)CCOC2)C#N)F)F